ethyl 2-[3-(1-acetylazetidin-3-yl)-4-bromoindazol-1-yl]acetate C(C)(=O)N1CC(C1)C1=NN(C2=CC=CC(=C12)Br)CC(=O)OCC